1,5-Diisocyanatonaphthalene N(=C=O)C1=CC=CC2=C(C=CC=C12)N=C=O